C(C)[C@]1(C(OCC=2C(N3CC=4N(C5=CC=C(C=C5C(C4C3=CC21)=O)F)C=2C(=NN(C2)C)CO)=O)=O)O (S)-4-ethyl-8-fluoro-4-hydroxy-11-(3-(hydroxymethyl)-1-methyl-1H-pyrazol-4-yl)-1H-pyrano[3',4':6,7]indolizino[2,1-b]quinoline-3,6,14(4H,11H,12H)-trione